2,6-diamino-5-iodonicotinic acid NC1=C(C(=O)O)C=C(C(=N1)N)I